The molecule is a dicarboxylic acid monoamide obtained by formal condensation between the amino group of cis-4-aminocyclohexanecarboxylic acid and the cyclopentanecarboxylic acid group of 1-[(2S)-2-carboxy-3-(2-methoxyethoxy)propyl]cyclopentanecarboxylic acid. A potent inhibitor of neutral endopeptidase (NEP, neprilysin, EC 3.4.24.11), it is used as its 2,3-dihydro-1H-inden-5-yl ester prodrug in the treatment of chronic heart failure. It has a role as an EC 3.4.24.* (metalloendopeptidase) inhibitor. It is a dicarboxylic acid and a dicarboxylic acid monoamide. COCCOC[C@H](CC1(CCCC1)C(=O)NC2CCC(CC2)C(=O)O)C(=O)O